1,1-dimethylcyclopentene CC1(C=CCC1)C